FC(C(F)(F)F)(S(=O)(=O)NC(C(C(C(C(C(F)(F)F)(F)F)(F)F)(F)F)(F)F)(F)F)F perfluorohexyl-ethylsulfonamide